COCCC(C(=O)O)=C.C(C=C)(=O)OCCOC 2-methoxyethyl acrylate (2-Methoxyethyl Acrylate)